ClC1=CC=C(C=C1)C1=CC=C(C=C1)N(C=1N=NNC1C(=O)O)C 4-((4'-chloro-[1,1'-biphenyl]-4-yl)(methyl)amino)-1H-1,2,3-triazole-5-carboxylic acid